2,2,6,6-Tetrakis(hydroxymethyl)-4-oxa-heptan-1,7-diol OCC(CO)(COCC(CO)(CO)CO)CO